O-[2-[[tert-butoxycarbonyl]amino]ethyl]-L-tyrosine C(C)(C)(C)OC(=O)NCCOC1=CC=C(C[C@H](N)C(=O)O)C=C1